3-oxohexahydroimidazo[1,5-a]pyrazin O=C1NCC2N1CCNC2